C1(=CC=CC=C1)C1(C=CC2=C(O1)C=1C=C(C(=CC1C1=C2C(C2=CC=CC=C21)(C)C)N2C(CC(CC2)CCC(=O)O)C(=O)O)OC)C2=CC=C(C=C2)N2CCN(CC2)C2=CC=CC=C2 3-Phenyl-3-(4-(4-phenylpiperazino)phenyl)-6-methoxy-7-(4-(2-hydroxycarbonylethyl)carboxypiperidin-1-yl)-13,13-dimethyl-3H,13H-indeno[2',3':3,4]naphtho[1,2-b]pyran